2-(3-{dispiro[9H-fluorene-9,9'(10'H)-anthracene-10',9''-(9H)fluoren]-2'-yl}phenyl)dibenzo[f,h]quinoxaline C1=CC=CC=2C3=CC=CC=C3C3(C12)C=1C=CC(=CC1C1(C2=CC=CC=C23)C2=CC=CC=C2C=2C=CC=CC21)C=2C=C(C=CC2)C2=NC1=C3C(=C4C(=C1N=C2)C=CC=C4)C=CC=C3